tert-Butyl (3-cyano-5-fluoro-4-(5-fluoro-3-((2R,3S)-3-(isopropylamino)-2-methylpyrrolidin-1-yl)-7,9-dihydrofuro[3,4-f]quinazolin-6-yl)benzo[b]thiophen-2-yl)carbamate C(#N)C=1C2=C(SC1NC(OC(C)(C)C)=O)C=CC(=C2C=2C1=C(C=3C=NC(=NC3C2F)N2[C@@H]([C@H](CC2)NC(C)C)C)COC1)F